NC1=C(C=C(C=C1)Br)C1=C(C=NN1COCC[Si](C)(C)C)N 5-(2-amino-5-bromo-phenyl)-1-(2-trimethylsilylethoxymethyl)pyrazol-4-amine